4,4'-bis(1,2,4-triazol-1-yl-methyl)-1,1'-biphenyl N1(N=CN=C1)CC1=CC=C(C=C1)C1=CC=C(C=C1)CN1N=CN=C1